C[C@H]1/C=C/C=C(\\C(=O)NC2=CC(=C3C(=C2O)C(=C(C4=C3C(=O)[C@](O4)(O/C=C/[C@@H]([C@H]([C@H]([C@@H]([C@@H]([C@@H]([C@H]1O)C)O)C)OC(=O)C)C)OC)C)C)[O-])O)/C The molecule is a phenolate anion obtained by deprotonation of the 5-hydroxy group of rifamycin SV. It is the major microspecies at pH 7.3 (according to Marvin v 6.2.0.). It is a conjugate base of a rifamycin SV.